BrC1=CC2=C(CN(CC2)C(=O)OC(C)(C)C)S1 tert-butyl 2-bromo-4,7-dihydrothieno[2,3-c]pyridine-6(5H)-carboxylate